C(C)(=O)NC1=CC=C(C(=O)N2CCC3(C(C3)CNC(=O)C3=CC=4C(=CN=CC4)O3)CC2)C=C1 N-[[6-(4-acetamidobenzoyl)-6-azaspiro[2.5]octan-2-yl]methyl]furo[2,3-c]pyridine-2-carboxamide